2-(2-(7'-Fluoro-1'-(4-methoxybenzyl)-2'-oxospiro[cyclopropane-1,3'-indoline]-5'-yl)-5-methylpiperidin-1-yl)-2-oxoacetic acid methyl ester COC(C(=O)N1C(CCC(C1)C)C=1C=C2C3(C(N(C2=C(C1)F)CC1=CC=C(C=C1)OC)=O)CC3)=O